N-(1-cyclopropyl-2-oxo-1,2-dihydropyridin-3-yl)-7-isopropoxy-2-(1-(methoxymethyl)-2-oxabicyclo[2.2.1]heptan-4-yl)imidazo[1,2-a]pyrimidine-6-carboxamide C1(CC1)N1C(C(=CC=C1)NC(=O)C=1C(=NC=2N(C1)C=C(N2)C21COC(CC2)(C1)COC)OC(C)C)=O